CN1C(OC2(C1)CCC(CC2)C(=O)NN)=O (cis)-3-methyl-2-oxo-1-oxa-3-azaspiro[4.5]decane-8-carboxylic acid hydrazide